6-(difluoromethyl)-1,3,5-triazin-2-amine FC(C1=NC=NC(=N1)N)F